[6-[4-[(1S)-2-amino-1-methyl-2-oxo-ethyl]piperazin-1-yl]-2,2-dimethyl-3H-benzofuran-5-yl]pyrazolo[1,5-a]pyrimidine-3-carboxamide NC([C@H](C)N1CCN(CC1)C1=CC2=C(CC(O2)(C)C)C=C1C1=NN2C(N=CC=C2)=C1C(=O)N)=O